tris-(2-methoxyethoxy)silane COCCO[SiH](OCCOC)OCCOC